NC1=NC=C(C2=C1C=NN2COCC[Si](C)(C)C)NC(C(=O)N(C(C)C2=NC=CC=N2)CC2=NC=C(C=C2)C#N)=O N1-(4-amino-1-((2-(trimethylsilyl)ethoxy)methyl)-1H-pyrazolo[4,3-c]pyridin-7-yl)-N2-((5-cyanopyridin-2-yl)methyl)-N2-(1-(pyrimidin-2-yl)ethyl)oxalamide